C(C1=CC=CC=C1)OC(=O)N1CCC(=C1)C1=CC(=NC=C1)OC 4-(2-methoxypyridin-4-yl)-2,3-dihydro-1H-pyrrole-1-carboxylic acid benzyl ester